O=C1NC2=CN=CC=C2C(=C1C#N)O 1,2-dihydro-2-oxo-3-cyano-1,7-naphthyridin-4-ol